1-p-toluenesulfonyl-1H-1,2,3-triazole CC1=CC=C(C=C1)S(=O)(=O)N1N=NC=C1